2-(2,2-Dimethyl-5-nitro-3H-benzofuran-6-yl)-1-methyl-imidazole CC1(OC2=C(C1)C=C(C(=C2)C=2N(C=CN2)C)[N+](=O)[O-])C